C(CCCCCCCCCCC)OC(CCCCCCN(CCCN(CCCCCCC(=O)[O-])CCCCCCC(=O)OCCCCCCCCCCCC)CCCCO)=C=O Dodecyl 7,7'-((3-((7-(dodecyloxy)-7-carbonylheptyl)(4-hydroxybutyl)amino)propyl)azanediyl)diheptanoate